glycerol tribehenate C(CCCCCCCCCCCCCCCCCCCCC)(=O)OCC(OC(CCCCCCCCCCCCCCCCCCCCC)=O)COC(CCCCCCCCCCCCCCCCCCCCC)=O